COC=1C=CC2=C(C1)C1=C([C@H]3[C@@H](NCC1)C[C@H](C3)C(C)O)O2 1-((2S,3aS,11bR)-8-Methoxy-1,2,3,3a,4,5,6,11b-Octahydrobenzofuro[2,3-d]Cyclopenta[b]Azepin-2-Yl)Ethan-1-Ol